OC1=CC=C(C=CCO)C=C1 p-hydroxycinnamyl alcohol